(S)-4-(5-bromo-7-(3-chloro-5-cyanophenyl)-7H-pyrrolo[2,3-d]pyrimidin-4-yl)-3-methylpiperazine-1-carboxylic acid tert-butyl ester C(C)(C)(C)OC(=O)N1C[C@@H](N(CC1)C=1C2=C(N=CN1)N(C=C2Br)C2=CC(=CC(=C2)C#N)Cl)C